C1(CC1)C1=C(C(=NO1)C1=C(C=CC=C1Cl)Cl)CO[C@H]1[C@@H]2CN([C@H](C1)C2)C2=C(C=C(C(=O)O)C=C2F)F 4-[(1S,4S,5R)-5-{[5-cyclopropyl-3-(2,6-dichlorophenyl)-1,2-oxazol-4-yl]methoxy}-2-azabicyclo[2.2.1]heptan-2-yl]-3,5-difluorobenzoic acid